2-[(2R)-3-(3,4-dihydro-1H-isoquinolin-2-yl)-2-hydroxy-propyl]-6-(4-propanoylpiperazin-1-yl)-3,4-dihydroisoquinolin-1-one C1N(CCC2=CC=CC=C12)C[C@H](CN1C(C2=CC=C(C=C2CC1)N1CCN(CC1)C(CC)=O)=O)O